(Z)-3-(5-(4-(4,4-difluoro-5-(4-(1-(4-hydroxyphenyl)-2-phenylbut-1-en-1-yl)phenoxy)pentyl)piperazin-1-yl)-1-oxoisoindolin-2-yl)piperidine-2,6-dione FC(CCCN1CCN(CC1)C=1C=C2CN(C(C2=CC1)=O)C1C(NC(CC1)=O)=O)(COC1=CC=C(C=C1)\C(=C(\CC)/C1=CC=CC=C1)\C1=CC=C(C=C1)O)F